S1C(=NC2=C1C=CC=C2)N=C2NC(C(N2)=O)(C2=CC=CC=C2)C2=CC=CC=C2 2-[(1,3-benzothiazol-2-yl)imino]-5,5-diphenylimidazolidin-4-one